COC=1C=C(C=NC1OC)NC(OC(C)(C)C)=O tert-butyl (5,6-dimethoxypyridin-3-yl)carbamate